2-({8-[(3β)-cholest-5-en-3-yloxy]octyl}oxy)-N,N-dimethyl-3-[(9Z,12Z)-octadec-9,12-dien-1-yloxy]propane-1-amine CC(C)CCC[C@@H](C)[C@H]1CC[C@H]2[C@@H]3CC=C4C[C@H](CC[C@]4(C)[C@H]3CC[C@]12C)OCCCCCCCCOC(CN(C)C)COCCCCCCCC\C=C/C\C=C/CCCCC